1-(1-benzylpiperidin-4-yl)-3-(3-(2-methoxyethyl)-4-oxo-3,4-dihydroquinazolin-6-yl)urea C(C1=CC=CC=C1)N1CCC(CC1)NC(=O)NC=1C=C2C(N(C=NC2=CC1)CCOC)=O